gamma-glycidoxybutyltriethoxysilane C(C1CO1)OC(CC[Si](OCC)(OCC)OCC)C